S1C(=CC=C1)CC1=NC(=NC(=N1)N)N thiophen-2-ylmethyl-1,3,5-triazine-2,4-diamine